8-BROMO-6-METHYLIMIDAZO[1,2-A]PYRIDIN-3-CARBALDEHYDE BrC=1C=2N(C=C(C1)C)C(=CN2)C=O